C(C)(C)(CCC)NC(C)(C)CCC di-tert-hexyl-amine